COC([C@]1(N(CCC1)C(CC1=CC=C(C=C1)C(F)(F)F)=O)COCC1=CC=CC=C1)=O N-(4-Trifluoromethylphenylacetyl)-2-benzyloxymethylproline methyl ester